N-(3-(triethoxysilyl)propyl)propan-1-amine C(C)O[Si](CCCNCCC)(OCC)OCC